Cl.N1CC(C1)C=1C=NC=CC1 3-(azetidin-3-yl)pyridine hydrochloride